CC1=NOC(=C1COC=1C=C(C(=O)O)C=C(C1)OC)C 3-((3,5-dimethylisoxazol-4-yl)methoxy)-5-methoxybenzoic acid